tert-butyl (R)-3-((S)-1-(tert-butoxy)-3-(5-formylthiophen-3-yl)-1-oxopropane-2-yl)pyrrolidine-1-carboxylate C(C)(C)(C)OC([C@@H](CC1=CSC(=C1)C=O)[C@@H]1CN(CC1)C(=O)OC(C)(C)C)=O